O=C1N(CCC(N1)=O)C1=CC=C(C=C1)[N-]CCCCCCCN[C@@H]1[C@@]2(CC[C@H](C1)C2(C)C)C N-(4-(2,4-dioxotetrahydropyrimidin-1(2H)-yl)phenyl)-7-(((1R,2S,4R)-1,7,7-trimethylbicyclo[2.2.1]heptane-2-yl)amino)heptylamide